N1=CN=CC2=C1N1C(=C2)C=NC=C1 pyrazino[1',2':1,5]pyrrolo[2,3-d]pyrimidine